tungsten niobium oxygen [O].[Nb].[W]